C[SiH](C)C[Ti](C)(C1(C(=C(C(=C1)C)C)C)C)NC(C)(C)C dimethylsilyl-(N-tert-butylamino)(tetramethylcyclopentadienyl)dimethyltitanium